N-[4-[(6,7-dimethoxy-1,5-naphthyridin-4-yl)oxy]-3-fluorophenyl]-1-(4-fluorophenyl)-6-methyl-2-oxo-5-prop-1-en-2-ylpyridine-3-carboxamide COC=1N=C2C(=CC=NC2=CC1OC)OC1=C(C=C(C=C1)NC(=O)C=1C(N(C(=C(C1)C(=C)C)C)C1=CC=C(C=C1)F)=O)F